FC(C(C(C(C(C(C(C(C(N)(F)F)(F)F)(F)F)(F)F)(F)F)(F)F)(F)F)(F)F)C heptadecafluoro-1-aminodecane